6-(2,3-dihydroxypropylthio)hexylphosphonic acid diethylester C(C)OP(OCC)(=O)CCCCCCSCC(CO)O